(1r,3r)-3-(piperidin-4-yloxy)cyclobutanol N1CCC(CC1)OC1CC(C1)O